3-azidomethyloxetane N(=[N+]=[N-])CC1COC1